hexyl-methylimidazole C(CCCCC)C=1N=C(NC1)C